C[C@@H]1CC(C2=C(C=CC(=C12)NC(=O)C3=CN(N=C3C(F)F)C)F)(C)C The molecule is a 3-(difluoromethyl)-N-(7-fluoro-1,1,3-trimethyl-2,3-dihydro-1H-inden-4-yl)-1-methyl-1H-pyrazole-4-carboxamide that has R configuration. The fungicide fluindapyr is a racemate comprising equimolar amounts of (R)-fluindapyr and (S)-fluindapyr. It is an enantiomer of a (S)-fluindapyr.